CC(C1=CC(=CC(=C1)OC)OC)(C)OC(=O)NC1=CC=CC=C1 [[(α,α-dimethyl-3,5-dimethoxybenzyl)oxy]carbonyl]aniline